ClC1=C(C=CC(=C1)Cl)C1(OCC(O1)COC1=CC=C(C=C1)N1CCN(CC1)C1=CC=C(C=C1)N1C(N(N=C1)CC\C=C\CC)=O)CN1N=CN=C1 4-[4-[4-[4-[[2-(2,4-Dichlorophenyl)-2-(1H-1,2,4-triazol-1-ylmethyl)-1,3-dioxolan-4-yl]methoxy]phenyl]-1-piperazinyl]phenyl]-2,4-dihydro-2-((E)-hex-3-enyl)-3H-1,2,4-triazol-3-one